C(C)S(=O)(=O)C1=C(N=C2N1C=CC=N2)C(=O)O 3-ethylsulfonylimidazo[1,2-a]pyrimidine-2-carboxylic acid